propane-1-sulfonamide trifluoroacetic acid salt FC(C(=O)O)(F)F.C(CC)S(=O)(=O)N